(2S,5S)-5-{(2S,3S)-2-[2-(2-Fluoro-ethoxy)-acetylamino]-3-methyl-pentanoylamino}-4-oxo-1,2,4,5,6,7-hexahydro-azepino[3,2,1-hi]indole-2-carboxylic acid (pyridazin-4-ylmethyl)-amide N1=NC=C(C=C1)CNC(=O)[C@H]1N2C3=C(C=CC=C3C1)CC[C@@H](C2=O)NC([C@H]([C@H](CC)C)NC(COCCF)=O)=O